COC(C1=CC(=C(C=C1)NC1CCC(CC1)C(=O)OC(C)(C)C)O)=O 4-((4-(tert-Butoxycarbonyl)cyclohexyl)amino)-3-hydroxybenzoic acid methyl ester